[In].CC(C(C)(C)OC)(NC(C)(C)C)C Dimethyl-(N-(tert-butyl)-2-methoxy-2-methylpropan-1-amine) indium